3-methoxy-5-(4-(4,4,5,5-tetramethyl-1,3,2-dioxaborolan-2-yl)benzyl)pyrazine-2-carbonitrile COC=1C(=NC=C(N1)CC1=CC=C(C=C1)B1OC(C(O1)(C)C)(C)C)C#N